5-(4-(Hexyloxy)-1,2,5-thiadiazol-3-yl)-1-methyl-1-(phenyl(pivaloyloxy)methyl)-1,2,3,6-tetrahydropyridin-1-ium chloride [Cl-].C(CCCCC)OC=1C(=NSN1)C1=CCC[N+](C1)(C(OC(C(C)(C)C)=O)C1=CC=CC=C1)C